1-bromo-4-(2-bromoethoxy)benzene BrC1=CC=C(C=C1)OCCBr